N[C@@H](CC1=CNC2=CC=CC=C12)C(=O)O (L)-tryptophan